N1(CCCCC1)N1C(C(CCCC1)N)=O N-piperidinyl-aminocaprolactam